COCCNC(C1=CC(=CC=C1)CCS(NC)(=O)=O)=O N-(2-methoxyethyl)-3-(2-(N-methylsulfamoyl)ethyl)benzamide